NC1=C(C(=NC=N1)OC1=C(C=C(C=C1)C1=NN(C(=C1C(=O)N)C(F)(F)F)C1=CC=NC=C1)F)Cl [4-(6-amino-5-chloro-pyrimidin-4-yl)oxy-3-fluoro-phenyl]-1-(4-pyridinyl)-5-(trifluoromethyl)pyrazole-4-carboxamide